[O-]CCCC.C(C)[Al+]CC diethyl-aluminum n-butoxide